(1R,3R,4R)-2-(4,7-difluoro-1H-indole-2-carbonyl)-5,5-difluoro-N-((R,E)-4-fluoro-4-(methylsulfonyl)-1-((S)-2-oxopyrrolidin-3-yl)but-3-en-2-yl)-2-azabicyclo[2.2.2]octane-3-carboxamide FC1=C2C=C(NC2=C(C=C1)F)C(=O)N1[C@H]2CC([C@@H]([C@@H]1C(=O)N[C@H](C[C@H]1C(NCC1)=O)\C=C(\S(=O)(=O)C)/F)CC2)(F)F